BrC1=C(C(=CC=C1)Br)C(OC)OC 1,3-dibromo-2-(dimethoxymethyl)benzene